C(C)(C)(C)C=1C=C(C=C(C1O)C(C)(C)C)CCC(=O)OCCSCCOC(CCC1=CC(=C(C(=C1)C(C)(C)C)O)C(C)(C)C)=O thiodiethylene bis[3-[3,5-di-tert-butyl-4-hydroxyphenyl] propionate]